7-((4-(2-methyl-6-(methylcarbamoyl)pyridin-3-yl)piperazin-1-yl)methyl)-3-chloropyrazolo[1,5-a]quinoxalin-4(5H)-one CC1=NC(=CC=C1N1CCN(CC1)CC=1C=C2NC(C=3N(C2=CC1)N=CC3Cl)=O)C(NC)=O